NC1=C(C(=CC=C1)Cl)C(=O)C1=NC=CC=C1F (2-amino-6-chloro-phenyl)-(3-fluoro-2-pyridyl)methanone